CC(C)OC1=C(C#N)C=CC(=C1)OC1=NC=C(C=C1)[N+](=O)[O-] 2-[(1-methylethyl)oxy]-4-[(5-nitro-2-pyridinyl)oxy]benzonitrile